N-acryl-N-propyl-ammonium laurate C(CCCCCCCCCCC)(=O)[O-].C(=O)(C=C)[NH2+]CCC